O.O.C(C)O mono-ethanol-dihydrate